1,2,3,4,5-pentafluoro-6-[1-(trichlorosilyl)propyl]benzene FC1=C(C(=C(C(=C1C(CC)[Si](Cl)(Cl)Cl)F)F)F)F